COC(COCC1COCC(O1)COC1=CC=C(C=C1)C=1C=C(C(NC1C(F)(F)F)=O)C(=O)N)(C)C 5-(4-((6-((2-methoxy-2-methylpropoxy)methyl)-1,4-dioxan-2-yl)methoxy)phenyl)-2-oxo-6-(trifluoromethyl)-1,2-dihydropyridine-3-carboxamide